OC1=CC=C(C(/C=C/C2=CC(=C(C=C2OC)O)Cl)=O)C=C1 (E)-4'-hydroxy-4-hydroxy-6-methoxy-3-chlorochalcone